ClC1=CC=2N(N=C1C)C(=CN2)C2=C1C=CC(=NC1=NC=C2)C2=NN(C=C2)C 5-(7-chloro-6-methylimidazo[1,2-b]pyridazin-3-yl)-2-(1-methyl-1H-pyrazol-3-yl)-1,8-naphthyridine